NC=1N=NC(=CC1N1CC2CCC(C1)N2C=2C(=C(C(=O)N1CCN(CC1)C(=O)OCC1=CC=CC=C1)C=CC2)C)Cl benzyl 4-[3-[3-(3-amino-6-chloro-pyridazin-4-yl)-3,8-diazabicyclo[3.2.1]octan-8-yl]-2-methyl-benzoyl]piperazine-1-carboxylate